CC1(C(C1)C)CC=1C(=NC=CC1)C1=CC=CO1 5-(3-((1,2-dimethylcyclopropyl)methyl)pyridin-2-yl)furan